CC=CCCCCC 2-Octene